N-((2-methyl-1,2,3,4-tetrahydroisoquinolin-1-yl)methyl)-2-((R)-9-(pyridin-2-yl)-6-oxaspiro[4.5]dec-9-yl)ethanamine CN1C(C2=CC=CC=C2CC1)CNCC[C@]1(CCOC2(CCCC2)C1)C1=NC=CC=C1